Cl.NCC(=O)C1=C(C=C(C=C1)Cl)Br 2-amino-1-(2-bromo-4-chlorophenyl)ethanone hydrochloride